NC(CC=1C=C(C=CC1)N1N=C(C=C1NC(=O)NC1=C(C(=CC=C1)Cl)Cl)C(C)(C)C)=O 1-[1-[3-(2-amino-2-oxo-ethyl)phenyl]-3-tertiary butyl-1H-pyrazol-5-yl]-3-(2,3-dichlorophenyl)urea